Cl.ONC(=N)N hydroxyguanidine hydrochloride